2,4,5,6-tetra(carbazol-9-yl)benzene-1,3-dicarbonitrile C1=CC=CC=2C3=CC=CC=C3N(C12)C1=C(C(=C(C(=C1C#N)N1C2=CC=CC=C2C=2C=CC=CC12)N1C2=CC=CC=C2C=2C=CC=CC12)N1C2=CC=CC=C2C=2C=CC=CC12)C#N